N[C@@H]1CCC=2C=3C1=C1C(=NC3C=C(C2C2CC2)F)C2=CC3=C(C(N2C1)=O)COC([C@]3(O)CC)=O (1R,9S)-1-amino-4-cyclopropyl-9-ethyl-5-fluoro-9-hydroxy-1,2,3,9,12,15-hexahydro-10H,13H-benzo[de]pyrano[3',4':6,7]indolizino[1,2-b]quinolin-10,13-dione